C1(C(C)O1)O epoxy-1-propanol